COCC1OC=2C(=NC=C(C2)N)OC1 2-(Methoxymethyl)-2,3-dihydro-[1,4]dioxino[2,3-b]pyridin-7-amine